[C@H]12CNC[C@@H]2C1 |r| rac-(1S,5R)-3-azabicyclo[3.1.0]hexan